({4-[(1S)-1-(cyclobutylcarbonylamino)ethyl]phenyl}amino)-N-[(4-chlorophenyl)methyl]carboxamide C1(CCC1)C(=O)N[C@@H](C)C1=CC=C(C=C1)NC(=O)NCC1=CC=C(C=C1)Cl